7-(6-fluoroindoline-1-carbonyl)-1-methylnaphthalen-2-yl trifluoromethanesulfonate FC(S(=O)(=O)OC1=C(C2=CC(=CC=C2C=C1)C(=O)N1CCC2=CC=C(C=C12)F)C)(F)F